CCC(CC)N1N=CC(=C1)C=1C=2N(C=C(N1)C=1C=NN(C1)CC1CCS(CC1)(=O)=O)N=CC2 4-((4-(4-(1-(pentan-3-yl)-1H-pyrazol-4-yl)pyrazolo[1,5-a]pyrazin-6-yl)-1H-pyrazol-1-yl)methyl)tetrahydro-2H-thiopyran 1,1-dioxide